NC1=NC2=CC(=CC=C2C=C1Br)O[C@H]1CC[C@]2([C@@H]1O[C@H]([C@@H]2O)N2C=C(C1=C2N=CN=C1N)CC)O (2R,3R,3aS,6S,6aR)-6-((2-amino-3-bromoquinolin-7-yl)oxy)-2-(4-amino-5-ethyl-7H-pyrrolo[2,3-d]pyrimidin-7-yl)hexahydro-3aH-cyclopenta[b]furan-3,3a-diol